(5aR,5bS,7aS,8S,10aS,10bR)-2-(benzylamino)-5a,7a-dimethyl-5,5a,5b,6,7,7a,8,9,10,10a,10b,11-dodecahydro-4H-cyclopenta[7,8]phenanthro[2,1-d]thiazol-8-yl butyrate C(CCC)(=O)O[C@H]1CC[C@@H]2[C@@]1(CC[C@@H]1[C@]3(CCC=4N=C(SC4C3=CC[C@@H]21)NCC2=CC=CC=C2)C)C